C[C@H]1N([C@H](CNC1)C)CC1CCN(CC1)C1=CC=C(C=C1)C1C(NC(CC1)=O)=O 3-(4-(4-(((2R,6S)-2,6-dimethylpiperazin-1-yl)methyl)piperidin-1-yl)phenyl)piperidine-2,6-dione